1,3-dimethyl-2,4-dioxo-1,2,3,4-tetrahydro-5-pyrimidinecarboxylic acid CN1C(N(C(C(=C1)C(=O)O)=O)C)=O